COC=1C=C(C=CC1OC)C1=NC2=C(N1C)C=C(C=C2)C2CCN(CC2)C2CCN(CC2)CC(C)C 2-(3,4-Dimethoxyphenyl)-6-(1'-isobutyl-[1,4'-bipiperidin]-4-yl)-1-methyl-1H-benzo[d]imidazol